1-(3,5-difluoro-2-hydroxymethylphenyl)-3-[3-(2-aminoethylamino)-5-methoxyphenyl]urea FC=1C(=C(C=C(C1)F)NC(=O)NC1=CC(=CC(=C1)OC)NCCN)CO